O=C1C=C2N(CCC=3C=CN=CC23)C=C1 10-oxo-5,10-dihydro-6H-pyrido[2,1-a][2,7]naphthyridine